N-tert-butyl-4-isobutyl-benzenesulfonamide C(C)(C)(C)NS(=O)(=O)C1=CC=C(C=C1)CC(C)C